(R)-6-[(S)-2-(4-Carboxy-phenyl)-3-oxo-hexahydro-imidazo[1,5-a]pyrazin-7-ylmethyl]-4-(2-chloro-3-fluoro-phenyl)-2-thiazol-2-yl-1,4-dihydro-pyrimidine-5-carboxylic acid ethyl ester C(C)OC(=O)C=1[C@@H](N=C(NC1CN1C[C@@H]2N(CC1)C(N(C2)C2=CC=C(C=C2)C(=O)O)=O)C=2SC=CN2)C2=C(C(=CC=C2)F)Cl